ethoxythiophene nitrogen [N].C(C)OC=1SC=CC1